FC1=C(SC(=C1)[C@@H]1C[C@@H](NCC1)C)C(=O)NC=1C=C(C=2N(C1)C=C(N2)C)C(F)(F)F 3-fluoro-N-[2-methyl-8-(trifluoromethyl)imidazo[1,2-a]pyridin-6-yl]-5-[(cis)-2-methylpiperidin-4-yl]thiophene-2-carboxamide